4-hydroxy-6-fluoro-7-methyl-3-(N-methylaminoethyl)indole OC1=C2C(=CNC2=C(C(=C1)F)C)CCNC